ClC=1C=C2C(=NC(=NC2=C(C1C1=C(C=CC=C1O)F)F)OCCN1CC(CC1)(F)F)N1CCN(CC1)C(C=C)=O 1-(4-(6-chloro-2-(2-(3,3-difluoro-pyrrolidin-1-yl)ethoxy)-8-fluoro-7-(2-fluoro-6-hydroxyphenyl)quinazolin-4-yl)piperazin-1-yl)prop-2-en-1-one